N1(CCN(CC1)CCN(CCC(C(=O)[O-])(CCCCCCCCCC)CCCCCCCC)CCC(C(=O)[O-])(CCCCCCCCCC)CCCCCCCC)CCN(CCC(C(=O)[O-])(CCCCCCCCCC)CCCCCCCC)CCC(C(=O)[O-])(CCCCCCCCCC)CCCCCCCC ((Piperazin-1,4-diylbis(ethan-2,1-diyl))bis(azantriyl))tetrakis(ethan-2,1-diyl)tetrakis(2-octyldodecanoat)